N-octadecyl-2-(3,4-ditetrahydropyranyloxyphenyl)-3,5,7-tritetrahydropyranyloxyquinolin-4-one C(CCCCCCCCCCCCCCCCC)N1C(=C(C(C2=C(C=C(C=C12)OC1OCCCC1)OC1OCCCC1)=O)OC1OCCCC1)C1=CC(=C(C=C1)OC1OCCCC1)OC1OCCCC1